FC=1C=C2C=NN(C2=CC1C=1C=2C(=NN(C2C=CC1)CC(=O)NCC(=O)NCC(=O)O)C1CCNCC1)C (2-(5'-fluoro-1'-methyl-3-(piperidin-4-yl)-1H,1'H-[4,6'-biindazol]-1-yl)acetyl)glycylglycine